C/C=C(\\C)/C1=CC(=C(C(=O)O1)C)OC The molecule is a member of the class of nectriapyrones that is pyran-2-one which is substituted at positions 3, 4, and 6 by methyl, methoxy, and but-2-en-2-yl groups, respectively in which the butenyl substituent has E configuration. A fungal metabolite that has been induced in the rice blast fungus Pyricularia oryzae by overexpression of a polyketide synthase gene (NEC1) and an O-methyltransferase gene (NEC2). It has a role as a fungal metabolite. It derives from a desmethylnectriapyrone.